[Ir+3].C(CCCCCCC\C=C/C\C=C/C\C=C/CC)(=O)N[C@@H](CS)C(=O)O α-linolenoyl-cysteine iridium (III)